COCC12OCC(C1)(C2)C(=O)O 1-(methoxymethyl)-2-oxabicyclo[2.1.1]Hexane-4-carboxylic acid